4-(perylene-3-yl)butyric acid C1=CC(=C2C=CC=C3C4=CC=CC5=CC=CC(C1=C23)=C45)CCCC(=O)O